(S)-(1-fluorocyclopropyl)(6-(4-(2-(4-hydroxytetrahydro-2H-pyran-4-yl)phenyl)piperidin-1-yl)-2-azaspiro[3.4]octan-2-yl)methanone FC1(CC1)C(=O)N1CC2(C1)C[C@H](CC2)N2CCC(CC2)C2=C(C=CC=C2)C2(CCOCC2)O